(S)-1-(2-methylbenzofuro[3,2-d]pyrimidin-4-yl)azetidine-2-carboxylic acid CC=1N=C(C2=C(N1)C1=C(O2)C=CC=C1)N1[C@@H](CC1)C(=O)O